OC1=C(C(=CC(=C1)C(F)(F)F)C)C=1C=CC=2C(N1)=NN(C2)C21CCCC(C2)(C1)O 5-(6-(2-hydroxy-6-methyl-4-(trifluoromethyl)phenyl)-2H-pyrazolo[3,4-b]pyridin-2-yl)bicyclo[3.1.1]heptan-1-ol